C(C1=CC=CC=C1)OC1=CC=C(C(=C1C=O)Br)C(F)(F)F 6-(benzyloxy)-2-bromo-3-(trifluoromethyl)benzaldehyde